phenanthroimidazole N1C=NC2=C1C=CC=1C=3C=CC=CC3C=CC12